2-[[[7-cyano-4-[4-(trifluoromethoxy)phenyl]-1,3-benzothiazol-6-yl]amino]methyl]prop-2-enamide C(#N)C1=C(C=C(C=2N=CSC21)C2=CC=C(C=C2)OC(F)(F)F)NCC(C(=O)N)=C